C(C)(C)(C)C=1C=C(C=C(C1O)C(C)(C)C)CN1C(N(C(N(C1=O)CC1=CC(=C(C(=C1)C(C)(C)C)O)C(C)(C)C)=O)CC1=CC(=C(C(=C1)C(C)(C)C)O)C(C)(C)C)=O tris[(3,5-di-tert-butyl-4-hydroxyphenyl)methyl]-1,3,5-triazacyclohexane-2,4,6-trione